5-bromo-2-(trifluoromethyl)aniline BrC=1C=CC(=C(N)C1)C(F)(F)F